C(C)(C)(C)OC(NC1=NC(=CC=C1)CON=C(C1=CC=CC=C1)C1=NN=NN1C)=O {6-[({[(1-methyl-1H-tetrazol-5-yl)(phenyl)methylene]amino}oxy)methyl]pyridin-2-yl}carbamic acid tert-butyl ester